[Si](C)(C)(C(C)(C)C)OC[C@@H](COCCCCCCCCCCCCCCCCCC)OCC1=C(C#N)C=CC=C1 (R)-2-(((1-((tert-butyldimethylsilyl)oxy)-3-(octadecyloxy)propan-2-yl)oxy)methyl)benzonitrile